N1=C(C=CC=C1)C1=CC=CC=2C(OCCCC21)CNC(OC(C)(C)C)=O tert-butyl ((6-(pyridin-2-yl)-1,3,4,5-tetrahydrobenzo[c]oxepin-1-yl)methyl)carbamate